1,8-diamino-4-aminomethyloctane NCCCC(CCCCN)CN